4-[(3S)-3-amino-3-methylpyrrolidin-1-yl]-6-cyano-5-(3,5-difluorophenyl)-N-[(2S)-1,1,1-trifluoropropan-2-yl]pyridine-3-carboxamide N[C@@]1(CN(CC1)C1=C(C=NC(=C1C1=CC(=CC(=C1)F)F)C#N)C(=O)N[C@H](C(F)(F)F)C)C